ClC1=C(C=CC=C1OC)C1=CC=CC=C1 2-chloro-3-methoxy-1,1'-biphenyl